CC1=CC(=NN1)NC=1C2=C(N=C(N1)N1CC(CC1)C(=O)O)SC=C2 1-(4-((5-methyl-1H-pyrazol-3-yl)amino)thieno[2,3-d]pyrimidin-2-yl)pyrrolidine-3-carboxylic acid